C1(=CC=CC=C1)C(=O)N1CCC2(C(N3[C@H](O2)CC[C@H]3C3=C(C=C(C=C3)F)F)=O)CC1 (5'S,7a'R)-1-(benzenecarbonyl)-5'-(2,4-difluorophenyl)tetrahydro-3'H-spiro[piperidine-4,2'-pyrrolo[2,1-b][1,3]oxazol]-3'-one